tert-butyl 2-(2-((3-benzoyl-1-(2-(ethoxycarbonyl)-1H-pyrrol-3-yl)thioureido)methyl)phenyl)-5-(trifluoromethyl)piperidine-1-carboxylate C(C1=CC=CC=C1)(=O)NC(N(C1=C(NC=C1)C(=O)OCC)CC1=C(C=CC=C1)C1N(CC(CC1)C(F)(F)F)C(=O)OC(C)(C)C)=S